C(CCCCCCCCCCCCCCC)[N+](=CCCCCCCCCCCCCCCCCC)[O-] N-hexadecyl-alpha-heptadecylnitrone